1-(4-(3,4-dichlorophenyl)-5-(isopropylthio)thiazol-2-yl)-3-methyl-4-p-tolyl-1H-pyrazole-5-carboxylic acid ClC=1C=C(C=CC1Cl)C=1N=C(SC1SC(C)C)N1N=C(C(=C1C(=O)O)C1=CC=C(C=C1)C)C